carbazol-2-carbonitrile C1=C(C=CC=2C3=CC=CC=C3NC12)C#N